C(C)(C)N1OC([C@H]2[C@H]1[C@H](C[C@](C2)(C2=CC=CC=C2)C)C)(C)C |r| rac-(3aR,5R,7S,7aR)-1-isopropyl-3,3,5,7-tetramethyl-5-phenylocta-hydrobenzo[c]isoxazole